O=C1N2[C@H](OC13CC(C3)OC=3C=C(C(=O)N)C=CN3)CC[C@H]2C2=CC=CC=C2 2-(((1r,3R,5'S,7a'R)-3'-oxo-5'-phenyltetrahydro-3'H-spiro[cyclobutane-1,2'-pyrrolo[2,1-b]oxazol]-3-yl)oxy)isonicotinamide